C(CCCCC)(=S)O thiocaproic acid